ClC1=C(OOOC2=C(C=CC=C2)Cl)C=CC=C1 Chlorophenoxy ether